7-[1-(1-Cyano-4-piperidyl)-5-methyl-pyrazol-4-yl]-5-[[(1R)-1-(2-pyridyl)ethyl]amino]imidazo[1,2-a]pyridine-3-carbonitrile C(#N)N1CCC(CC1)N1N=CC(=C1C)C1=CC=2N(C(=C1)N[C@H](C)C1=NC=CC=C1)C(=CN2)C#N